[Br-].CO[Si](OC)(OC)CCCCCCCCCCC[N+](CCCC)(CCCC)CCCC N-trimethoxysilylundecyl-N,N,N-tri-n-butylammonium bromide